CN(S(=O)(=O)C1=CC=CC=C1)CC#C N-methyl-N-prop-2-ynyl-benzenesulfonamide